BrCF Monobromomonofluoromethane